(4S,5R)-4-amino-5-[(4-bromophenyl)methoxy]hexanamide hydrochloride Cl.N[C@@H](CCC(=O)N)[C@@H](C)OCC1=CC=C(C=C1)Br